amino-[(aminocyclohexyl)methyl]cyclohexane NC1(CCCCC1)CC1(CCCCC1)N